C1=CC=CC=2C3=CC=CC=C3C(C12)(C1=CC=C(C=C1)OC(C(C)O)SC1=CC=CC=C1)C1=CC=C(C=C1)OC(C(C)O)SC1=CC=CC=C1 (((9H-fluorene-9,9-diyl)bis(4,1-phenylene))bis(oxy))bis(1-(phenylthio)propan-2-ol)